di(4-methylpiperazine-1-yl)methanone CN1CCN(CC1)C(=O)N1CCN(CC1)C